FC=1C=C2C(=NC1)NN=C2C2=NN1C(C(=N2)N[C@@H]2[C@H]([C@@H]3C4CC4[C@H]2CC3)C(=O)OCC)=CC=C1COC ethyl (1R,5S,6S,7S)-7-((2-(5-fluoro-1H-pyrazolo[3,4-b]pyridin-3-yl)-7-(methoxymethyl)pyrrolo[2,1-f][1,2,4]triazin-4-yl)amino)tricyclo[3.2.2.02,4]nonane-6-carboxylate